FC(C1=CC=C(OC=2C(=C(C(=O)N)C=CC2)[C@H](CO)C2=CC=C(C=C2)S(=O)(=O)CC)C=C1)(F)F 4-(trifluoromethyl)phenoxy((R)-1-(4-(ethylsulfonyl)phenyl)-2-hydroxyethyl)benzamide